C(#N)C1=C(C=CC=C1)[C@H]([C@@H](C)C=1N(C(C(=C(N1)C(=O)NC=1C=NOC1)O)=O)C)C=1C=NN(C1)C 2-((1s,2r)-1-(2-cyanophenyl)-1-(1-methyl-1H-pyrazol-4-yl)propan-2-yl)-5-hydroxy-N-(isoxazol-4-yl)-1-methyl-6-oxo-1,6-dihydropyrimidine-4-carboxamide